CN1N=C(N=C1)C1=CC=C(C=C1)NS(=O)(=O)C1=C(C=CC=C1)C(=O)N1CCOCC1 N-(4-(1-methyl-1H-1,2,4-triazol-3-yl)phenyl)-2-(morpholine-4-carbonyl)benzenesulfonamide